C(C1=CC=CC=C1)(C1=CC=CC=C1)NC(=O)[C@H]1N([C@H](CC1)C=1OC(=CC1)C)C([C@H](C1CCCCC1)NC([C@H](C)N(C(OC(C)(C)C)=O)C)=O)=O tert-butyl (S)-1-((S)-2-((2S,5R)-2-(benzhydrylcarbamoyl)-5-(5-methylfuran-2-yl)pyrrolidin-1-yl)-1-cyclohexyl-2-oxoethylamino)-1-oxopropan-2-yl(methyl)carbamate